[Cl-].C(C)(C)N(C1=CC=C(C=C1)PC1=CC=C(C=C1)N(C(C)C)C(C)C)C(C)C bis(4-((diisopropyl)amino)phenyl)phosphine chloride